NC1=NC=NN2C1=CC=C2CC(=O)OCCCC butyl 2-(4-aminopyrrolo[2,1-f][1,2,4]triazin-7-yl)acetate